decano-10-lactam C1(CCCCCCCCCN1)=O